5-isopropyl-7-methyl-N-[(1-methylpyrazol-4-yl)methyl]-2-(2-propoxy-3-pyridyl)imidazo[1,5-b]pyridazin-4-amine C(C)(C)C=1N=C(N2N=C(C=C(C21)NCC=2C=NN(C2)C)C=2C(=NC=CC2)OCCC)C